N(CCOCCO)CCOCCO 2,2'-((azanediylbis(ethane-2,1-diyl))bis(oxy))diethanol